7-ethyl-4-(4-fluoro-3-(2-((3S,4R)-4-fluoro-1-methylpyrrolidin-3-yl)-6-methoxy-2H-Indazol-5-yl)phenyl)-7H-imidAzolo[4,5-c]pyridazine C(C)N1C=NC2=C1N=NC=C2C2=CC(=C(C=C2)F)C2=CC1=CN(N=C1C=C2OC)[C@H]2CN(C[C@H]2F)C